N=1C=NC2=NC=C(CC21)C(=O)[O-] imidazo[4,5-b]pyridine-6-carboxylate